N-(2-(2-((2-(2,6-dioxopiperidin-3-yl)-1-oxoisoindolin-5-yl)amino)-2-oxoethoxy)ethyl)acetamide lithium [Li].O=C1NC(CCC1N1C(C2=CC=C(C=C2C1)NC(COCCNC(C)=O)=O)=O)=O